1-(2-amino-4-morpholinophenyl)ethan-1-one NC1=C(C=CC(=C1)N1CCOCC1)C(C)=O